ClC=1C=CC(=NC1)C=1NC2=C(C=C(C=C2C1C1=NN=C(O1)N[C@@H]1C(NCC1)=O)F)F (3S)-3-({5-[2-(5-chloropyridin-2-yl)-5,7-difluoro-1H-indol-3-yl]-1,3,4-oxadiazol-2-yl}amino)pyrrolidin-2-one